2,3-diamino-4-fluorobenzene NC1=CC=CC(=C1N)F